6-{3-bromo-[1,1'-biphenyl]-4-yl}-8-oxatricyclo[7.4.0.02,7]trideca-1(13),2,4,6,9,11-hexaene BrC=1C=C(C=CC1C=1C=CC=C2C3=CC=CC=C3OC12)C1=CC=CC=C1